3,5-dichloro-N,N-diethylmethyl-2-methylaminothiobenzamide ClC=1C(=C(C(=S)N(CC)CC)C=C(C1C)Cl)NC